diethyl-diethoxysilane methyl-2-(bromomethyl)-3-nitrosobenzoate COC(C1=C(C(=CC=C1)N=O)CBr)=O.C(C)[Si](OCC)(OCC)CC